O=S1CC(C1)NC(C1=CC=CC=C1)=O N-(trans-1-oxido-3-thietanyl)-benzamide